5-chloro-2-(difluoromethyl)-N-((1r,4r)-4-((3-hydroxy-2-oxo-3-(2,3,5-trifluorophenyl)indolin-1-yl)methyl)cyclohexyl)nicotinamide ClC=1C=NC(=C(C(=O)NC2CCC(CC2)CN2C(C(C3=CC=CC=C23)(C2=C(C(=CC(=C2)F)F)F)O)=O)C1)C(F)F